ethyl (Z)-3-ethoxybut-2-enoate C(C)O\C(=C/C(=O)OCC)\C